[Mn](=O)([O-])[O-].[Ca+2] calcium manganite